OC1=CC=C2CCCC3(CCC=4C(=NC(=NC4C3)OCC34CCCN4CCC3)N3CCN(CC3)C(=O)OC(C)(C)C)C2=C1 tert-Butyl 4-(7-hydroxy-2'-((tetrahydro-1H-pyrrolizin-7a(5H)-yl)methoxy)-3,4,5',8'-tetrahydro-2H,6'H-spiro[naphthalene-1,7'-quinazolin]-4'-yl)piperazine-1-carboxylate